COC1=CC=C(C=C1)C1=NC=2N(C(=C1)Cl)N=CC2 5-(4-methoxyphenyl)-7-chloropyrazolo[1,5-a]pyrimidine